3-(2-(bis(methyl-d3)amino)ethyl)-1H-indol-4-yl (9Z,12Z)-octadeca-9,12-dienoate C(CCCCCCC\C=C/C\C=C/CCCCC)(=O)OC1=C2C(=CNC2=CC=C1)CCN(C([2H])([2H])[2H])C([2H])([2H])[2H]